Tert-butyl 4-(6-(5-(N-(2,4-difluorophenyl)sulfamoyl)-6-methoxypyridin-3-yl)quinazolin-4-yl)piperazine-1-carboxylate FC1=C(C=CC(=C1)F)NS(=O)(=O)C=1C=C(C=NC1OC)C=1C=C2C(=NC=NC2=CC1)N1CCN(CC1)C(=O)OC(C)(C)C